BrC1=CSC2=C1C=CC(=C2)C#N 3-bromo-1-benzothiophene-6-carbonitrile